1-(4-chlorobenzyl)-3-(4-(1-(2-(pyridin-4-yl)acetyl)piperidin-4-yl)butyl)urea ClC1=CC=C(CNC(=O)NCCCCC2CCN(CC2)C(CC2=CC=NC=C2)=O)C=C1